COC1=C(C=C(C(=C1)N1CCN(CC1)C)C=C)NC=1N=C(C2=C(N1)NC=C2)NC=2C(=C1N=CC=NC1=CC2)P(C)(C)=O (6-((2-((2-methoxy-4-(4-methylpiperazin-1-yl)-5-vinylphenyl)amino)-7H-pyrrolo[2,3-d]pyrimidin-4-yl)amino)quinoxalin-5-yl)dimethyl-phosphine oxide